C[C@H]1N(CC[C@H](C1)N(C=1N=NC(=CC1)C=1C=CC(=C2C=NNC12)C=1C=NN(C1)C1OCCCC1)C)C(=O)OC(C)(C)C tert-butyl (2R,4R)-2-methyl-4-[methyl(6-[4-[1-(oxan-2-yl)pyrazol-4-yl]-1H-indazol-7-yl]pyridazin-3-yl)amino]piperidine-1-carboxylate